[Ti+2].C1(C=CC=C1)[SiH](C1=CC=CC=C1)C Cyclopentadienyl-methylphenylsilane titanium (II)